C1N(CC12CNCCC2)C(=O)OC(C)(C)C tert-butyl 2,6-diazaspiro[3.5]nonane-2-carboxylate